C(C1=CC=CC=C1)OC=1NC(C=CC1B1OC(C(O1)(C)C)(C)C)([2H])OCC1=CC=CC=C1 2,6-bis(benzyloxy)-3-(4,4,5,5-tetramethyl-1,3,2-dioxaborolan-2-yl)pyridine-6-d